1-(5-chloro-2-formyl-1-((tetrahydro-2H-pyran-4-yl)methyl)-1H-indole-3-carbonyl)-4-(4-fluorophenyl)piperidine-4-carboxylic acid ClC=1C=C2C(=C(N(C2=CC1)CC1CCOCC1)C=O)C(=O)N1CCC(CC1)(C(=O)O)C1=CC=C(C=C1)F